S1C(=NC=C1)CC1=CC2=NC=CC=C2S1 [(1,3-thiazol-2-yl)methyl]thieno[3,2-b]pyridin